C(C)OC(CC=1N=C(SC1)C=1C(OC2=CC(=CC=C2C1)N(CC)CC)=O)=O 2-(2-(7-diethylamino-2-oxo-2H-chromen-3-yl)thiazol-4-yl)acetic acid ethyl ester